5-Bromo-2,3-dihydrobenzofuran-7-carboxylic acid BrC=1C=C(C2=C(CCO2)C1)C(=O)O